(5-chloro-1-cyclopropyl-1H-pyrrolo[3,2-B]pyridin-7-yl)methanol ClC1=CC(=C2C(=N1)C=CN2C2CC2)CO